[(3R,9aS)-3-(3-Cyclopropyl-4-fluorophenyl)-3,4,6,7,9,9a-hexahydro-1H-pyrazino[2,1-c][1,4]oxazin-8-yl]-(2-chloro-3-methoxyphenyl)methanon C1(CC1)C=1C=C(C=CC1F)[C@@H]1CN2[C@H](CO1)CN(CC2)C(=O)C2=C(C(=CC=C2)OC)Cl